Rac-4-(1-((trans)-2-((2-(2,4-dioxo-3-azabicyclo[3.1.1]heptan-1-yl)-1-oxoisoindolin-5-yl)oxy)cyclohexyl)azetidin-3-yl)-3-fluorobenzonitrile O=C1C2(CC(C(N1)=O)C2)N2C(C1=CC=C(C=C1C2)O[C@H]2[C@@H](CCCC2)N2CC(C2)C2=C(C=C(C#N)C=C2)F)=O |r|